7-((6-chloro-3-(difluoromethyl)pyridin-2-yl)oxy)-2-azaspiro[3.5]Nonane-2-carboxylic acid tert-butyl ester C(C)(C)(C)OC(=O)N1CC2(C1)CCC(CC2)OC2=NC(=CC=C2C(F)F)Cl